C(C1=CC=CC=C1)(=O)C1=CC=C(C[N+]2(CC[N+](CC2)(C)CC2=CC=C(C=C2)C(C2=CC=CC=C2)=O)C)C=C1 1,4-bis(4-benzoylbenzyl)-1,4-dimethylpiperazinediium